Rubidium fluorid [F-].[Rb+]